isopropyl N-[4-[5-[2-(tert-butylsulfamoyl)-4-(ethylamino)phenyl] thiazol-2-yl]phenyl]carbamate C(C)(C)(C)NS(=O)(=O)C1=C(C=CC(=C1)NCC)C1=CN=C(S1)C1=CC=C(C=C1)NC(OC(C)C)=O